6-(3,4-Dihydronaphthalen-2-yl)-5',6'-dihydro-[2,4'-bipyridine]-1'(2'H)-carboxylic acid tert-butyl ester C(C)(C)(C)OC(=O)N1CC=C(CC1)C1=NC(=CC=C1)C1=CC2=CC=CC=C2CC1